FC=1C(=NC(=NC1)N)C=1C=C(C2=C(N(C(=N2)C)C(C)C)C1)F 5-fluoro-4-[4-fluoro-1-isopropyl-2-methyl-1H-benzimidazol-6-yl]-2-pyrimidinamine